9-((R)-1-(3-(difluoromethyl)-2-fluorophenyl)ethylamino)-1,3,4,6-tetramethyl-3,4-dihydropyridazino[4,5-g]quinoxalin-2(1H)-one FC(C=1C(=C(C=CC1)[C@@H](C)NC1=NN=C(C=2C1=CC=1N(C(C(N(C1C2)C)C)=O)C)C)F)F